ClC=1C=CC=C2C=CC=C(C12)C1=C2C(=C3C(=NC(=NC3=C1)OC[C@@H]1N(CCC1)C)N1C[C@@H](N(CC1)C(C(=C)F)=O)CC#N)OCCC2 2-((S)-4-(5-(8-chloronaphthalen-1-yl)-8-(((R)-1-methylpyrrolidin-2-yl)methoxy)-3,4-dihydro-2H-pyrano[2,3-f]quinazolin-10-yl)-1-(2-fluoroacryloyl)piperazin-2-yl)acetonitrile